1-(5-((4-(4,4-Difluoropiperidin-1-yl)phenyl)amino)isoindolin-2-yl)ethan-1-one FC1(CCN(CC1)C1=CC=C(C=C1)NC=1C=C2CN(CC2=CC1)C(C)=O)F